1-[4-[[3-(9H-Carbazole-4-yloxy)-2-hydroxypropyl]amino]phenyl]-3-(3-nitro-4-methoxyphenyl)-2-propene-1-one C1=CC=C(C=2C3=CC=CC=C3NC12)OCC(CNC1=CC=C(C=C1)C(C=CC1=CC(=C(C=C1)OC)[N+](=O)[O-])=O)O